(S)-5-((((6-(2-chloro-3-(3-chloro-2-(2-(2-hydroxyethyl)-8-methoxy-1,2,3,4-tetrahydroisoquinolin-6-yl)pyridin-4-yl)phenyl)-2-methoxypyridin-3-yl)methyl)amino)methyl)pyrrolidin-2-one ClC1=C(C=CC=C1C1=C(C(=NC=C1)C=1C=C2CCN(CC2=C(C1)OC)CCO)Cl)C1=CC=C(C(=N1)OC)CNC[C@@H]1CCC(N1)=O